CC(CO)(C1OCC2(CO1)COC(OC2)C(CO)(C)C)C β,β,β',β'-Tetramethyl-2,4,8,10-tetraoxaspiro-[5.5]undecan-3,9-diethanol